methyl 4-({butyl[(4-hydroxyphenyl)carbamoyl]amino}methyl)benzoate C(CCC)N(C(NC1=CC=C(C=C1)O)=O)CC1=CC=C(C(=O)OC)C=C1